1-chloro-6,8-nonadiene ClCCCCCC=CC=C